7-(4-chlorophenoxy)-8-methoxychroman-4-amine ClC1=CC=C(OC2=CC=C3C(CCOC3=C2OC)N)C=C1